C(C)NC(=O)[C@H]1O[C@H]([C@@H]([C@@H]1O)O)N1C2=NC(=NC(=C2N=C1)NCC1=NC=CC=C1)C=1C=NC=C(C1)F (2S,3S,4R,5R)-N-ethyl-5-(2-(5-fluoropyridin-3-yl)-6-((pyridin-2-ylmethyl)amino)-9H-purin-9-yl)-3,4-dihydroxyltetrahydrofuran-2-formamide